3-morpholinyl-N,N-bis(2-hydroxypropyl)propylamine N1(CCOCC1)CCCN(CC(C)O)CC(C)O